NC1=NC=C(C(=N1)C1=CC=C(C=C1)NC1=NC(=NC=C1)NCCOC)C N4-(4-(2-amino-5-methylpyrimidin-4-yl)phenyl)-N2-(2-methoxyethyl)pyrimidine-2,4-diamine